2,4-diisothiocyanatotoluene N(=C=S)C1=C(C)C=CC(=C1)N=C=S